C1(CC12CC2)C=2C(=NON2)C(=O)N 4-(spiro[2.2]pentan-1-yl)-1,2,5-oxadiazole-3-carboxamide